2,4,7,11,14,17-hexaoxa-3λ5,13λ5-diphosphatricyclo[14.3.0.06,10]nonadecan C12O[PH3]OCC3OCCC3OC[PH3]OCC2OCC1